C1(=CC=CC=C1)C1OCCCC1 2-phenyltetrahydro-2H-pyran